ClC=1C=C(C=C2CC3(C(NC12)=O)CC3)C3NC[C@H](CC3)C 8'-Chloro-6'-((5S)-5-methylpiperidin-2-yl)-1',4'-dihydro-2'H-spiro[cyclopropane-1,3'-quinolin]-2'-one